(S)-2-(5-(4-((1-(7-amino-2-(furan-2-yl)-[1,2,4]triazolo[1,5-a][1,3,5]triazin-5-yl)piperidin-3-yl)methyl)piperazin-1-yl)-2,4-difluorophenoxy)acetate NC1=NC(=NC=2N1N=C(N2)C=2OC=CC2)N2C[C@@H](CCC2)CN2CCN(CC2)C=2C(=CC(=C(OCC(=O)[O-])C2)F)F